OC1=CC=C(C=C1)/C=C/C(=O)O trans-3-(4-hydroxyphenyl)acrylic acid